C(#N)C1=CC(=C(C=N1)C(=O)NC=1SC=2C(=NC=C(N2)C2=CC=C(C=C2)C#N)N1)N1CCOCC1 6-cyano-N-(6-(4-cyanophenyl)thiazolo[4,5-b]pyrazin-2-yl)-4-morpholinopyridine-3-carboxamide